2-ethoxy-1,2-diphenylethane-1-one C(C)OC(C(=O)C1=CC=CC=C1)C1=CC=CC=C1